6-(prop-2-yn-1-yl)-1H-indole-1-carboxylate C(C#C)C1=CC=C2C=CN(C2=C1)C(=O)[O-]